2-Ethyl 3-(4-(4,5-dichloro-1-methyl-1H-indole-2-carboxamido) piperidin-4-yl)benzoate hydrochloride Cl.ClC1=C2C=C(N(C2=CC=C1Cl)C)C(=O)NC1(CCNCC1)C=1C=C(C(=O)OCC)C=CC1